FC(C1(CC1)N1C=C2C(=NN(C(C2=CC1=O)=O)C)N[C@H](C)C1=CC=CC=2C(=COC21)F)F (R)-6-(1-(difluoromethyl)cyclopropyl)-4-((1-(3-fluorobenzofuran-7-yl)ethyl)amino)-2-methyl-2,6-dihydropyrido[3,4-d]pyridazine-1,7-dione